C(C)(C)(C)OC(=O)N1C[C@@H](CC1)OCC(F)F t-butyl-3-(R)-(2,2-difluoroethoxy)pyrrolidine-1-carboxylate